[Pr].[Ge].[P].[Bi] bismuth phosphorus germanium praseodymium